ethyl 2-(1-benzyl-4-hydroxypiperidin-4-yl)-2-methylpropionate C(C1=CC=CC=C1)N1CCC(CC1)(O)C(C(=O)OCC)(C)C